NC(C(CO)NC(=O)C1=C(OC2=C1C=C(C=C2)OCC2=CN=C(S2)C)C)=O N-(1-amino-3-hydroxy-1-oxopropan-2-yl)-2-methyl-5-((2-methylthiazol-5-yl)methoxy)benzofuran-3-carboxamide